3-(4-(4-(2-(1-(4-Iodophenyl)piperidin-4-yl)ethyl)piperazin-1-yl)phenyl)piperidine-2,6-dione IC1=CC=C(C=C1)N1CCC(CC1)CCN1CCN(CC1)C1=CC=C(C=C1)C1C(NC(CC1)=O)=O